N-(4-(4-cyanopyridin-3-yl)-2-(piperazin-1-yl)phenyl)-1-(2,6-difluorophenyl)-6-oxo-1,6-dihydropyridazine-3-carboxamide C(#N)C1=C(C=NC=C1)C1=CC(=C(C=C1)NC(=O)C1=NN(C(C=C1)=O)C1=C(C=CC=C1F)F)N1CCNCC1